1-[9-ethyl-6-benzoyl-9H-carbazol-3-yl]octane-1-oxime C(C)N1C2=CC=C(C=C2C=2C=C(C=CC12)CCCCCCCC)C(C1=CC=CC=C1)=NO